3-{3-[(R)-1-[4-((1R,2R)-2-tert-butylcyclopropyl)-3-chloro-phenyl]-2-hydroxymethyl-1,3-dimethyl-butyl]ureido}bicyclo[1.1.1]pentane-1-carboxylic acid methyl ester COC(=O)C12CC(C1)(C2)NC(=O)N[C@@](C(C(C)C)CO)(C)C2=CC(=C(C=C2)[C@H]2[C@@H](C2)C(C)(C)C)Cl